1-(4-((3-(trifluoromethyl)phenyl)ethynyl)piperidin-1-yl)prop-2-en-1-one FC(C=1C=C(C=CC1)C#CC1CCN(CC1)C(C=C)=O)(F)F